2-(2-(4-(dimethylamino)phenyl)-2-oxoethoxy)-6,7-dimethylquinoline-3-carbonitrile CN(C1=CC=C(C=C1)C(COC1=NC2=CC(=C(C=C2C=C1C#N)C)C)=O)C